C(C)OC(=O)C=1CC=C2N(CCN3N=C4C=CC=CC4=C32)C1 6,7-dihydro-2H-pyrido[2',1':3,4]pyrazino[1,2-b]indazole-3-carboxylic acid ethyl ester